(2S)-2-(tert-Butoxycarbonylamino)-4-(3-methyl-6-nitro-imidazo[4,5-b]pyridin-2-yl)butanoic acid benzyl ester C(C1=CC=CC=C1)OC([C@H](CCC1=NC=2C(=NC=C(C2)[N+](=O)[O-])N1C)NC(=O)OC(C)(C)C)=O